ClC=1C=C(C(=O)OC)C=C(N1)C1=C(C=CC=C1)O methyl 2-chloro-6-(2-hydroxyphenyl)isonicotinate